Ethane-1,2-diyl bis(2-diazo-2-(4-fluorophenyl)acetate) [N+](=[N-])=C(C(=O)OCCOC(C(C1=CC=C(C=C1)F)=[N+]=[N-])=O)C1=CC=C(C=C1)F